[Na+].[Na+].[N+](=O)([O-])C1=C2C=CC(=CC2=CC(=C1)[N+](=O)[O-])S(=O)(=O)[O-].[N+](=O)([O-])C1=C2C=CC(=CC2=CC(=C1)[N+](=O)[O-])S(=O)(=O)[O-] 5,7-dinitro-2-naphthalenesulfonic acid disodium salt